Br.[Br-].NCCCCCC[N+](C)(C)C (6-aminohexyl)trimethyl-ammonium bromide hydrobromide